FC(C(=O)N1CC(C1)N1N=C(C2=NC=CC(=C21)C=2C=NN(C2)C(C)C)C2=CC=C(C=C2)C(F)(F)F)=C 2-fluoro-1-(3-(7-(1-isopropyl-1H-pyrazol-4-yl)-3-(4-(trifluoromethyl)phenyl)-1H-pyrazolo[4,3-b]pyridin-1-yl)azetidin-1-yl)prop-2-en-1-one